Tert-Butyl {3-[(isoquinolin-5-yl)amino]bicyclo[1.1.1]pentan-1-yl}carbamate C1=NC=CC2=C(C=CC=C12)NC12CC(C1)(C2)NC(OC(C)(C)C)=O